C1(CCC1)[C@H](C=1C=C(C=CC1)C1=NNC2=C(N=C(C=C21)C(F)(F)F)[C@@H](C)N[C@H]2COCC2)C2=NN=CN2C (3R)-N-{(1R)-1-[3-{3-[(R)-cyclobutyl(4-methyl-4H-1,2,4-triazol-3-yl)methyl]phenyl}-5-(trifluoromethyl)-1H-pyrazolo[3,4-c]pyridin-7-yl]ethyl}oxolan-3-amine